C=C1C(NC(C(N1)=O)=CC=1N=C(NC1C(C)C)CCCN1C[C@H](OCC1)C)=O methylene-6-(5-isopropyl-1-(3-((R)-2-methylmorpholino)propylimidazol-4-yl)methylene)piperazine-2,5-dione